C1=CC(=CC=C1C=CC(=O)CC(=O)C=CC2=CC=C(C=C2)O)O p,p'-dihydroxydicinnamoylmethane